hydroxyl-styrene-acrylonitrile OC(=CC1=CC=CC=C1)C=CC#N